(2S)-1,4-bis[2-(4-chloro-3-fluorophenoxy)acetylamino]bicyclo[2.2.2]octane-2-carboxylic acid ClC1=C(C=C(OCC(=O)NC23[C@H](CC(CC2)(CC3)NC(COC3=CC(=C(C=C3)Cl)F)=O)C(=O)O)C=C1)F